BrC1=CC(=C(C=C1)CC(=O)OC)COCCC1=C(C=CC(=C1)C#N)COC1=NC(=CC=C1)Br Methyl 2-[4-bromo-2-[2-[2-[(6-bromo-2-pyridyl)oxymethyl]-5-cyano-phenyl]ethoxymethyl]phenyl]acetate